Cl.CC1=CSC2=C1OCC(C2)N 3-methyl-6,7-dihydro-5H-thieno[3,2-b]pyran-6-amine hydrochloride